trimethylolpropane triacontanoate C(CCCCCCCCCCCCCCCCCCCCCCCCCCCCC)(=O)O.C(O)C(CC)(CO)CO